CC1=CC=C(C=C1)S(=O)(=O)N/N=C(\C)/C=1C=NC=CC1 4-methyl-N-[(E)-1-(3-pyridyl)ethylideneamino]benzenesulfonamide